1,3,6,8-tetrahydroxynaphthalene OC1=CC(=CC2=CC(=CC(=C12)O)O)O